[Si](C)(C)(C(C)(C)C)ONS(=O)(=O)NC(OC(C)(C)C)=O tert-butyl (N-((tert-butyldimethylsilyl)oxy)sulfamoyl)carbamate